O1C(CCCC1)N1N=CC=C(C1=O)C(F)(F)F 2-tetrahydropyran-2-yl-4-(trifluoromethyl)pyridazin-3-one